ClC1=C(C(=C2N(C1=O)C(CN2)C(=O)OC)C2=CC(=CC=C2)C(F)(F)F)CC2=CC=CC1=CC=CC=C21 Methyl 6-chloro-7-(naphthalen-1-ylmethyl)-5-oxo-8-(3-(trifluoromethyl)phenyl)-1,2,3,5-tetrahydroimidazo[1,2-a]pyridine-3-carboxylate